CC1=CNC=2N=CN=C(C21)N2CCSC(=C2)C=2C=CC1=C(OCCN1)C2 7-(4-(5-Methyl-7H-pyrrolo[2,3-d]pyrimidin-4-yl)-3,4-dihydro-2H-1,4-thiazin-6-yl)-3,4-dihydro-2H-benzo[b][1,4]oxazine